benzyl-2-(3-fluorophenyl)-1H-benzo[d]Imidazole-6-carbonitrile C(C1=CC=CC=C1)N1C(=NC2=C1C=C(C=C2)C#N)C2=CC(=CC=C2)F